N(C(=O)N)CCSCCCNC(CCC(=O)O)=O N-(3-β-ureidoethylthiopropyl)succinamic acid